ClC1=CC=C(C=C1)NS(=O)(=O)C=1C=C(C=NC1OC)NC(=O)C=1C=C2C=CC(=NC2=CC1)C N-(5-(N-(4-chlorophenyl)sulfamoyl)-6-methoxypyridin-3-yl)-2-methylquinoline-6-carboxamide